BrC=1C=CC(NC1CCC(C)I)=O 5-bromo-6-(3-iodobutyl)pyridin-2(1H)-one